(R)-tert-butyl 3-(3-bromophenyl)-2-methylpropionate BrC=1C=C(C=CC1)C[C@H](C(=O)OC(C)(C)C)C